(S)-1-methyl-3-(5-(2-methyl-4-(oxetan-3-yl)piperazin-1-yl)pyridin-2-ylamino)-5-(4,4,5,5-tetramethyl-1,3,2-dioxaborolan-2-yl)pyridin-2(1H)-one CN1C(C(=CC(=C1)B1OC(C(O1)(C)C)(C)C)NC1=NC=C(C=C1)N1[C@H](CN(CC1)C1COC1)C)=O